N1=CC(=CC=C1)\C=N\NCCC N-[(E)-3-pyridylmethyleneamino]propan-1-amine